methyl trans-4-((3-methyl-4-nitrobenzyl)amino)cyclohexane-1-carboxylate CC=1C=C(CN[C@@H]2CC[C@H](CC2)C(=O)OC)C=CC1[N+](=O)[O-]